ClC1=CC(=CC(=N1)N1CCN(CC1)S(=O)(=O)C1=CC=C(C=C1)N1C(O[C@@H]2CNCC[C@@H]21)=O)C(F)(F)F (3aR,7aS)-1-[4-[4-[6-chloro-4-(trifluoromethyl)-2-pyridyl]piperazin-1-yl]sulfonylphenyl]-3a,4,5,6,7,7a-hexahydrooxazolo[5,4-c]pyridin-2-one